(R)-8-(5-((1R,3R)-2-(2,2-difluoroethyl)-3-methyl-2,3,4,9-tetrahydro-1H-pyrido[3,4-b]indol-1-yl)pyrimidin-2-yl)-1-oxa-8-azaspiro[4.5]decane-3-carbaldehyde FC(CN1[C@@H](C=2NC3=CC=CC=C3C2C[C@H]1C)C=1C=NC(=NC1)N1CCC2(C[C@H](CO2)C=O)CC1)F